[Si](C1=CC=CC=C1)(C1=CC=CC=C1)(C(C)(C)C)OCC(CN1[C@@H](C=2NC3=CC=CC=C3C2C[C@H]1C)C1=CN=C(S1)O[C@H]1CNOC1)(F)F (S)-4-((5-((1S,3R)-2-(3-((tert-Butyldiphenylsilyl)oxy)-2,2-difluoropropyl)-3-methyl-2,3,4,9-tetrahydro-1H-pyrido[3,4-b]indol-1-yl)thiazol-2-yl)oxy)isoxazolidine